NC1=CC=CC(=N1)S(=O)(=O)NC(=O)C=1C(=NC(=CC1)C=1C=NC(=CC1C)OC(C)C)N1C(CC(C1)C)(C)C N-[(6-Amino-2-pyridyl)sulfonyl]-6-(6-isopropoxy-4-methyl-3-pyridyl)-2-(2,2,4-trimethylpyrrolidin-1-yl)pyridin-3-carboxamid